N-(2-Fluoro-4-methoxyphenyl)-1-methyl-3-(1-methyl-1H-indol-2-yl)-1H-indazole-5-carboxamide FC1=C(C=CC(=C1)OC)NC(=O)C=1C=C2C(=NN(C2=CC1)C)C=1N(C2=CC=CC=C2C1)C